CN1N=C(C=C1O)C(F)(F)F 1-methyl-3-(trifluoromethyl)-1H-pyrazol-5-ol